Cl.C(CC)(=O)O propanoic acid monohydrochloride